BrC=1C=C(C(=NC1)OCCCN1CCN(CC1)C(=O)OC(C)(C)C)NS(=O)(=O)C tert-Butyl 4-(3-((5-bromo-3-(methylsulfonamido) pyridin-2-yl)oxy)propyl)piperazine-1-carboxylate